3-cyclobutoxy-4-(pyrrolidin-1-ylsulfonylcarbamoyl)benzoic acid C1(CCC1)OC=1C=C(C(=O)O)C=CC1C(NS(=O)(=O)N1CCCC1)=O